4-(6-(1-methyl-1H-imidazol-5-yl)benzo[d]oxazol-2-yl)picolinic acid ethyl ester C(C)OC(C1=NC=CC(=C1)C=1OC2=C(N1)C=CC(=C2)C2=CN=CN2C)=O